BrC1=CC(=C(C=C1)S(=O)(=O)O)[N+](=O)[O-] 4-bromo-2-nitrobenzene-1-sulfonic acid